CC1=C(C(=O)NC=2SC(=CN2)[N+](=O)[O-])C(=CC=C1)[N+](=O)[O-] methyl-6-nitro-N-(5-nitrothiazol-2-yl)benzamide